ClC=1C=C(C=NC1N1C([C@@H]2C[C@@H]2C1)=O)[C@H](C)N1N=CC(=C1)NC(=O)C1=NC(=CN=C1C)C1=C(C(=CC=C1C(F)F)Cl)F N-(1-((S)-1-(5-chloro-6-((1r,5S)-2-oxo-3-azabicyclo[3.1.0]hex-3-yl)pyridin-3-yl)ethyl)-1H-pyrazol-4-yl)-6-(3-chloro-6-(difluoromethyl)-2-fluorophenyl)-3-methylpyrazine-2-carboxamide